COC=1C=C(C=C(C1)OC)CCCCCCCC 1-(3,5-Dimethoxyphenyl)Octane